1-((1R,2R)-2-amino-1,2-diphenylethyl)-3-(3,5-bis(trifluoromethyl)phenyl)thiourea N[C@@H]([C@@H](C1=CC=CC=C1)NC(=S)NC1=CC(=CC(=C1)C(F)(F)F)C(F)(F)F)C1=CC=CC=C1